OC1(CCN(CC1)C(C[C@@H](C)C1=CC=CC=C1)=O)CC=1C=NC(=NC1)C1=CC=CC=C1 (R)-5-((4-hydroxy-1-(3-phenylbutyryl)piperidin-4-yl)methyl)-2-phenylpyrimidin